(R)-1-(3-((5-(3-(2,2-difluoroethyl)-2-methyl-3H-imidazo[4,5-b]pyridin-5-yl)pyrrolo[2,1-f][1,2,4]triazin-2-yl)amino)pyrrolidin-1-yl)ethan-1-one FC(CN1C(=NC=2C1=NC(=CC2)C=2C=CN1N=C(N=CC12)N[C@H]1CN(CC1)C(C)=O)C)F